C(C1=CC=CC=C1)OC(CC=C)(C(F)(F)F)C1=NN=C(O1)C1=NC(=C(C=C1NC(OC(C)(C)C)=O)C(F)(F)F)C(N(C)CCC=C)=O tert-Butyl N-[2-[5-[1-Benzyloxy-1-(trifluoromethyl)but-3-enyl]-1,3,4-oxadiazol-2-yl]-6-[but-3-enyl(methyl)carbamoyl]-5-(trifluoromethyl)-3-pyridyl]carbamate